BrC1=CC=C(C=C1)N1C=C(C(=C1)C1=CC=C(C=C1)F)C1OCC(N1CCC1=CC2=C(NC(N2)=O)C=C1)=O (1-(4-bromophenyl)-4-(4-fluorophenyl)-1H-pyrrol-3-yl)-3-(2-(2-oxo-2,3-dihydro-1H-benzo[d]imidazol-5-yl)ethyl)oxazolidin-4-one